NC1=NN2C(C=C(C=C2)C2=CC=C(C=C2)CC(=O)NC2=CC=C(C=C2)CC(C)=O)=N1 2-[4-(2-amino-[1,2,4]triazolo[1,5-a]pyridin-7-yl)phenyl]-N-[4-(2-oxopropyl)phenyl]acetamide